C[C@@H](CCC=O)CCC[C@H](CC)C (4R,8S)-4,8-dimethyldecanal